BrC1=C(C=C(C(=O)N(C)[C@H]2C=3C4=C(C(NC3CNC2)=O)C=C(C(=C4)F)F)C=C1F)F (S)-4-bromo-N-(8,9-difluoro-6-oxo-1,2,3,4,5,6-hexahydrobenzo[c][1,7]naphthyridin-1-yl)-3,5-difluoro-N-methylbenzamide